C(C)(C)(C)OC(=O)N[C@@H]1CN(CC1)C1=CC(=CC2=C1N=C(S2)NC(=O)C=2NC(=C(C2Cl)Cl)C)C(=O)OC methyl (S)-4-(3-((tert-butoxycarbonyl)amino)pyrrolidin-1-yl)-2-(3,4-dichloro-5-methyl-1H-pyrrole-2-carboxamido)benzo[d]thiazole-6-carboxylate